ClC=1C(=NC=C(C1)C(F)(F)F)CCNC(C1=C(C=CC=C1)C(F)(F)F)=O N-{2-[3-Chloro-5-(trifluoromethyl)pyridin-2-yl]ethyl}-2-(trifluoromethyl)benzamid